5-chloro-3-(3-hydroxycyclobutyl)quinazolin-4(3H)-one ClC1=C2C(N(C=NC2=CC=C1)C1CC(C1)O)=O